(R)-N-(6-(5-(6-methylpyridin-2-yl)-1H-imidazol-4-yl)quinolin-3-yl)-1,4-diazabicyclo[2.2.2]octane-2-carboxamide CC1=CC=CC(=N1)C1=C(N=CN1)C=1C=C2C=C(C=NC2=CC1)NC(=O)[C@@H]1N2CCN(C1)CC2